N-(2,2-dimethyl-6-(4-(2-(methylamino)-2-oxoethyl)piperidin-1-yl)-2,3-dihydrobenzofuran-5-yl)pyrazolo[1,5-a]pyrimidine-3-carboxamide CC1(OC2=C(C1)C=C(C(=C2)N2CCC(CC2)CC(=O)NC)NC(=O)C=2C=NN1C2N=CC=C1)C